C(C)(C)N1N(C(C=2C1=NC=CC2)=O)COC 1-isopropyl-2-(methoxymethyl)-1,2-dihydro-3H-pyrazolo[3,4-b]pyridin-3-one